2-(6-(((1r,2r,3s,5s)-2-fluoro-8-azabicyclo[3.2.1]oct-3-yl)oxy)pyridazin-3-yl)-5-(1H-indazol-1-yl)phenol F[C@@H]1[C@H]2CC[C@@H](C[C@@H]1OC1=CC=C(N=N1)C1=C(C=C(C=C1)N1N=CC3=CC=CC=C13)O)N2